tert-butyl 2-(2-(trifluoromethyl)pyridin-4-yl)-2,6-diazaspiro[3.4]octane-6-carboxylate FC(C1=NC=CC(=C1)N1CC2(C1)CN(CC2)C(=O)OC(C)(C)C)(F)F